Tert-butyl 4-((4-(1-(2,6-Dioxopiperidin-3-yl)-3-methyl-2-oxo-2,3-dihydro-1H-benzo[d]imidazol-5-yl)piperidin-1-yl)methyl)benzoate O=C1NC(CCC1N1C(N(C2=C1C=CC(=C2)C2CCN(CC2)CC2=CC=C(C(=O)OC(C)(C)C)C=C2)C)=O)=O